(fluoromethoxy)-1-((2-fluoropyridin-4-yl)methyl)-1H-pyrrole-2-carboxamide FCOC1=C(N(C=C1)CC1=CC(=NC=C1)F)C(=O)N